NC(CC(=O)O)CCCCC(=O)O beta-aminosuberic acid